ClC1=C(C=CC=C1Cl)SC=1N=CC(=NC1O)N1CCC2(CCC[C@H]2N[S@](=O)C(C)(C)C)CC1 (R)-N-((R)-8-(5-((2,3-dichlorophenyl)thio)-6-hydroxypyrazin-2-yl)-8-azaspiro[4.5]decan-1-yl)-2-methylpropane-2-sulfinamide